C1(CC1)C1=NNC=2C=3C=C(N=CC3NC(=NC12)C1=C(C=CC=C1F)F)N1CCOCC1 4-[5-cyclopropyl-8-(2,6-difluorophenyl)-3,4,7,9,12-pentazatricyclo[8.4.0.02,6]tetradeca-1(10),2(6),4,7,11,13-hexaen-13-yl]morpholine